C(C)(=O)N1C[C@@H](N([C@@H](C1)C)C1=NN(C(=C1C1=C2C=NNC2=CC(=C1Cl)C)C)C1CC2(CN(C2)C(C=C)=O)C1)C 1-(6-(3-((2S,6R)-4-Acetyl-2,6-dimethylpiperazin-1-yl)-4-(5-chloro-6-methyl-1H-indazol-4-yl)-5-methyl-1H-pyrazol-1-yl)-2-azaspiro[3.3]heptan-2-yl)prop-2-en-1-one